tert-butyl (3'R)-5-methyl-2-oxo-[1,3'-bipiperidine]-1'-carboxylate CC1CCC(N(C1)[C@H]1CN(CCC1)C(=O)OC(C)(C)C)=O